FC(COC=1C(=NC(=NC1OC)NS(=O)(=O)C1=CNC(=C1)C1=NC=CN=C1)OC)F N-[5-(2,2-difluoroethoxy)-4,6-dimethoxy-pyrimidin-2-yl]-5-pyrazin-2-yl-1H-pyrrole-3-sulfonamide